Cl.Cl.NCC1=CC=C(C=C1)C=1N(N=C2C1N=CN(C2=O)CC2(CCN(CC2)CC2=C(C=C(C=C2)N2N=CC=C2)F)O)C 3-(4-(aminomethyl)phenyl)-6-((1-(2-fluoro-4-(1H-pyrazol-1-yl)benzyl)-4-hydroxypiperidin-4-yl)methyl)-2-methyl-2,6-dihydro-7H-pyrazolo[4,3-d]pyrimidin-7-one dihydrochloride